ClC=1C(=NC(=NC1)NC=1C=NC=C(C1)N1C(CCC1)=O)C1=CCCN(C1)C(=O)OC(C)(C)C tert-butyl 5-[5-chloro-2-[[5-(2-oxopyrrolidin-1-yl)-3-pyridyl]amino]pyrimidin-4-yl]-3,6-dihydro-2H-pyridine-1-carboxylate